2-(2-hydroxypropan-2-yl)-N'-((3-isopropyl-2-methyl-6,7-dihydro-5H-cyclopenta[b]pyridin-4-yl)carbamoyl)thiazole-5-sulfonimidamide OC(C)(C)C=1SC(=CN1)S(=O)(N)=NC(NC1=C2C(=NC(=C1C(C)C)C)CCC2)=O